C1(CC1)C1=C(C=CC(=C1)F)N(C(COCCOCCN1C(C2=CC=C(C=C2C1=O)F)=O)=O)C1=CC=C(C2=NON=C21)[N+](=O)[O-] N-(2-cyclopropyl-4-fluorophenyl)-2-(2-(2-(5-fluoro-1,3-dioxoisoindol-2-yl)ethoxy)ethoxy)-N-(7-Nitrobenzo[c][1,2,5]oxadiazol-4-yl)acetamide